tert-butyl (3S)-3-[4-[3-cyano-4-(trifluoromethylsulfonyloxy)pyrazolo[1,5-a]pyridin-6-yl]pyrazol-1-yl]piperidine-1-carboxylate C(#N)C=1C=NN2C1C(=CC(=C2)C=2C=NN(C2)[C@@H]2CN(CCC2)C(=O)OC(C)(C)C)OS(=O)(=O)C(F)(F)F